CC1=CNC2=C1N=CN=C2 7-methyl-5H-pyrrolo[3,2-d]Pyrimidine